(1r,3r)-3-((tert-butyldimethylsilyl)oxy)cyclobutan-1-amine [Si](C)(C)(C(C)(C)C)OC1CC(C1)N